IC1=CC(=C(C=C1C)NC1=CC=C2C(=N1)C=NN2C)OCCOC N-(4-iodo-2-(2-methoxyethoxy)-5-methylphenyl)-1-methyl-1H-pyrazolo[4,3-b]pyridin-5-amine